OCN(CO)C(C)(C)C N,N-bis(hydroxymethyl)tert-butylamine